C[Si](C1=CC=C(C=C1)C1CCN(CC1)C(=O)C1CC2(C1)NC(CC2)=O)(C)C (2r,4s)-2-(4-(4-(trimethylsilyl)phenyl)piperidine-1-carbonyl)-5-azaspiro[3.4]octan-6-one